N1CC12CCNCC2 1,6-diazaspiro[2.5]octane